COC1=CC=CC2=C1C(=NO2)N 4-methoxy-1,2-benzooxazol-3-amine